CC(CN1C(C=CC2=C1N=CN=C2)=O)(C)C 8-(2,2-dimethyl-propyl)-8H-pyrido[2,3-d]pyrimidin-7-one